ClC1=CC2=C(N(CCCC2OCOC(COCC(=O)O)=O)C(C2=C(C=C(C=C2)NC(C2=C(C=CC=C2)C)=O)C)=O)C=C1 2-(2-((7-Chloro-1-(2-methyl-4-(2-methylbenzamido)benzoyl)-2,3,4,5-tetrahydro-1H-benzo[b]azepin-5-yl)oxymethoxy)-2-oxoethoxy)acetic acid